CC1=C(C=NC=2OCCNC21)NC2=C(C(NC=C2)=O)C(=O)NC2=CC=C(C=C2)N2CC1N(CC2)C(CCC1)=O 4-((8-methyl-2,3-dihydro-1H-pyrido[2,3-b][1,4]oxazin-7-yl)amino)-2-oxo-N-(4-(6-oxooctahydro-2H-pyrido[1,2-a]pyrazin-2-yl)phenyl)-1,2-dihydropyridine-3-carboxamide